3'H-spiro[indoline-3,1'-isobenzofuran]-2,3'-dione C12(OC(C3=CC=CC=C13)=O)C(NC1=CC=CC=C12)=O